5-(3-fluoranyl-4-methoxy-phenyl)dithiole-3-thione FC=1C=C(C=CC1OC)C1=CC(SS1)=S